N1C=C(C=2C=NC=CC21)CC2C(N(C(S2)=S)C(C)C)=O (Z)-5-((1H-pyrrolo[3,2-c]pyridin-3-yl)methyl)-3-isopropyl-2-thioxothiazolidin-4-one